O=C1N(C=CC(N1)=O)[C@@]1(O[C@@]([C@H]([C@H]1O)O)(CO)F)C#N (2R,3R,4S,5S)-2-(2,4-dioxo-3,4-dihydropyrimidin-1(2H)-yl)-5-fluoro-3,4-dihydroxy-5-(hydroxymethyl)tetrahydrofuran-2-carbonitrile